6'-bromo-2',2'-difluoro-2'H-spiro[cyclohexane-1,5'-indeno[5,6-d][1,3]dioxol]-4-one BrC=1C2(C3=CC4=C(OC(O4)(F)F)C=C3C1)CCC(CC2)=O